N2-isobutyryl-5'-O-(4,4'-dimethoxytrityl)-2'-deoxyguanosine C(C(C)C)(=O)NC=1NC(C=2N=CN([C@H]3C[C@H](O)[C@@H](COC(C4=CC=C(C=C4)OC)(C4=CC=C(C=C4)OC)C4=CC=CC=C4)O3)C2N1)=O